FC1=C(C=CC=C1)C1(CC1)NC=1SC(=CN1)C1=NOC(=N1)C(F)(F)F N-[1-(2-fluorophenyl)cyclopropyl]-5-[5-(trifluoromethyl)-1,2,4-oxadiazol-3-yl]-1,3-thiazol-2-amine